(S)-(4-(difluoromethyl)-2-((trifluoromethoxy)methyl)oxazol-5-yl)(4-(5-fluorobenzo[d]oxazol-2-yl)-6,7-dihydro-1H-imidazo[4,5-c]pyridin-5(4H)-yl)methanone FC(C=1N=C(OC1C(=O)N1[C@@H](C2=C(CC1)NC=N2)C=2OC1=C(N2)C=C(C=C1)F)COC(F)(F)F)F